2-([5-(3-Cyclopropoxyphenyl)-1-[[2-(pyrrolidin-1-yl)phenyl]methyl]-1H-pyrazol-3-yl]methoxy)-2-methylpropanoic acid C1(CC1)OC=1C=C(C=CC1)C1=CC(=NN1CC1=C(C=CC=C1)N1CCCC1)COC(C(=O)O)(C)C